N[C@@H](C(=O)NC1=C(C=C(C(=C1)C)C1=C2C(=NC=C1)NC=C2)F)CC(C)C (2R)-2-Amino-N-[2-fluoro-5-methyl-4-(1H-pyrrolo[2,3-b]pyridin-4-yl)phenyl]-4-methyl-pentanamide